(R)-6-(4-(3-cyano-4-(trifluoromethyl)phenoxy)phenyl)-4-(1,2-dihydroxyethyl)picolinamide C(#N)C=1C=C(OC2=CC=C(C=C2)C2=CC(=CC(=N2)C(=O)N)[C@H](CO)O)C=CC1C(F)(F)F